C1(CCCCC1)OC(C(C)N=P(=O)OC1=CC=CC=C1)=O (phenoxy)phosphorylaminopropionic acid (S)-cyclohexyl ester